methyl 3-((3-chloro-5-nitropyridin-4-yl)methyl)benzoate ClC=1C=NC=C(C1CC=1C=C(C(=O)OC)C=CC1)[N+](=O)[O-]